C1(CC1)C1=NN(C=C1)C1=NC(=CC(=N1)C=1CCN(CC1)C(=O)OC(C)(C)C)NC1CCC(CC1)(F)F tert-butyl 4-(2-(3-cyclopropyl-1H-pyrazol-1-yl)-6-((4,4-difluorocyclohexyl)amino) pyrimidin-4-yl)-3,6-dihydropyridine-1(2H)-carboxylate